2-methylpropan-2-yl{[(7R)-5-[5-nitro-1-(prop-2-yl)benzo[d][1,2,3]triazol-4-yl]-5-azaspiro[2.4]heptan-7-yl]amino}methanoate CC(C)(C)OC(=O)N[C@H]1CN(CC12CC2)C2=C(C=CC=1N(N=NC12)C(C)C)[N+](=O)[O-]